N-methyl-2,4-di(phenylthio)aniline CNC1=C(C=C(C=C1)SC1=CC=CC=C1)SC1=CC=CC=C1